FC(C=1C=C(C=C(C1)O)O)(F)F 5-(Trifluoromethyl)benzene-1,3-diol